ClC=1C=C(C=CC1C(=O)N1CCNCC1)NC(=O)C=1N(C(=CN1)C1=C(C(=C(C=C1)F)C#N)F)C N-[3-chloro-4-(piperazine-1-carbonyl)phenyl]-5-(3-cyano-2,4-difluoro-phenyl)-1-methyl-imidazole-2-carboxamide